2-[6-((1R,5S)-8-azabicyclo[3.2.1]oct-3-ylamino)pyridazin-3-yl]-5-(1H-pyrazol-4-yl)phenol hydrochloride Cl.[C@H]12CC(C[C@H](CC1)N2)NC2=CC=C(N=N2)C2=C(C=C(C=C2)C=2C=NNC2)O